2-Methyl-4-nitroisoindol-1-one CN1C(C2=CC=CC(=C2C1)[N+](=O)[O-])=O